(azetidin-1-yl)-N-(1-(2,5-difluorophenyl)-2,2-difluoroethyl)propanamide N1(CCC1)C(C(=O)NC(C(F)F)C1=C(C=CC(=C1)F)F)C